(perfluoropropane-2,2-diyl)bis(2-(2-(2-(2-(2-azidoethoxy)ethoxy)-ethoxy)ethyl)-isoindoline-1,3-dione) FC(C(C(F)(F)F)(C1=C2C(N(C(C2=CC=C1)=O)CCOCCOCCOCCN=[N+]=[N-])=O)C1=C2C(N(C(C2=CC=C1)=O)CCOCCOCCOCCN=[N+]=[N-])=O)(F)F